phenylphenylacetaldehyde C1(=CC=CC=C1)C(C=O)C1=CC=CC=C1